6-methyloxan CC1CCCCO1